lithium glycine salt NCC(=O)[O-].[Li+]